(trans)-2-[[2-[[1-hydroxy-7-(trifluoromethyl)-3H-2,1-benzoxaborole-5-yl]amino]-5-methyl-pyrimidin-4-yl]amino]cyclopentanecarbonitrile OB1OCC2=C1C(=CC(=C2)NC2=NC=C(C(=N2)N[C@H]2[C@@H](CCC2)C#N)C)C(F)(F)F